O([Si](C)(C)C(C)(C)C)CC1=CC(=NC=C1)N1CN(C=C1)C(C)C1=C(C=CC(=C1)F)OCC1=CC=C(C=C1)OC 3-(4-tert-butyl-Dimethylsiloxymethylpyridin-2-yl)-N-(1-(5-fluoro-2-(4-methoxybenzyloxy)-phenyl)ethyl)imidazole